2-methyl-2-[5-methyl-6-(1,3-oxazol-2-yl)-2,4-dioxo-1-[(2R)-2-phenyl-2-(prop-2-yloxy)ethyl]-1H,2H,3H,4H-thieno[2,3-d]pyrimidin-3-yl]propionamide CC(C(=O)N)(C)N1C(N(C2=C(C1=O)C(=C(S2)C=2OC=CN2)C)C[C@H](OC(C)C)C2=CC=CC=C2)=O